aminoethyl-gamma-aminopropyl-trimethoxysilane NCCCO[Si](OC)(OC)CCCN